C(C1=CC=CC=C1)O[C@@H](CO)C (2R)-2-benzyloxypropan-1-ol